2-(3,4-Dimethoxy-phenyl)-3-(2-methylpyridin-4-yl)imidazo[1,2-a]pyrimidine COC=1C=C(C=CC1OC)C=1N=C2N(C=CC=N2)C1C1=CC(=NC=C1)C